C(C=CCCCCC=CCC=CCC=CCCCCC)(=O)O 2,8,11,14-eicosatetraenoic acid